OC1=C(C=CC(=C1)O)C(C=CC1=CC=C(C=C1)O[C@@H]1O[C@@H]([C@H]([C@@H]([C@H]1O)O)O)CO)=O 1-(2,4-Dihydroxyphenyl)-3-[4-[(2S,3R,4S,5S,6R)-3,4,5-trihydroxy-6-(hydroxymethyl)oxan-2-yl]oxyphenyl]prop-2-en-1-one